((5-bromo-2-methyl-1,2,3,4-tetrahydroisoquinolin-7-yl)amino)-5-((2-(tetrahydro-2H-pyran-2-yl)phenyl)amino)-1,2,4-triazine-6-carboxamide BrC1=C2CCN(CC2=CC(=C1)NC=1N=NC(=C(N1)NC1=C(C=CC=C1)C1OCCCC1)C(=O)N)C